1,3-diphenyl-2-propen-1-one C1(=CC=CC=C1)C(C=CC1=CC=CC=C1)=O